C[C@H]1[C@H](C1)C(=O)NC=1N=CC2=C(N=CC(=C2C1)C=1OC2=C(N1)C=C(C=C2)N2C[C@H](OCC2)C)NC([2H])([2H])[2H] (1S,2R)-2-methyl-N-(8-((methyl-d3)amino)-5-(5-((R)-2-methylmorpholino)benzo[d]oxazol-2-yl)-2,7-naphthyridin-3-yl)cyclopropane-1-carboxamide